ClC1=CC=C(C(=N1)C=C)N 6-chloro-2-vinylpyridin-3-amine